ClC=1C(=NC(=NC1)NC1CCC(CC1)C(=O)N)C1=CC=C(C=C1)F 4-((5-chloro-4-(4-fluorophenyl)pyrimidin-2-yl)amino)cyclohexane-1-carboxamide